ethyl 3-((3-((t-butoxycarbonyl) methylamino)-4-chlorobenzyl) amino)-4-methyl-1H-pyrrole-2-carboxylate C(C)(C)(C)OC(=O)CNC=1C=C(CNC2=C(NC=C2C)C(=O)OCC)C=CC1Cl